1-benzyl-1H-pyrrole-2,5-dione C(C1=CC=CC=C1)N1C(C=CC1=O)=O